[N+](=O)([O-])C1=C(C=2C(=NSN2)C(=C1[N+](=O)[O-])C1=CC=2N(C=CC2S1)CCCCCCCCCCC)C1=CC=2N(C=CC2S1)CCCCCCCCCCC 5,6-Dinitro-4,7-bis(4-undecyl-4H-thieno[3,2-b]pyrrolyl)benzo[c][1,2,5]thiadiazole